1,2,4-triazolo[1,5-a]pyrimidine-5,7-diol N1=CN=C2N1C(=CC(=N2)O)O